propyl methoxyacetate (propyl methoxy acetate) C(CC)C(C(=O)O)OC.COCC(=O)OCCC